C1(CCCC1)OC=1C=C(C=CC1)C(C(=O)N1CC2=C(N=C(NC2=O)C2(CC2)C2=CC=CC=C2)CC1)O 6-(2-(3-(cyclopentyloxy)phenyl)-2-hydroxyacetyl)-2-(1-phenylcyclopropyl)-5,6,7,8-tetrahydropyrido[4,3-d]pyrimidin-4(3H)-one